N-(3-(3-amino-1-methyl-1H-pyrazol-4-yl)-5-(methylsulfonyl)phenyl)-2-(2-chlorophenyl)acetamide NC1=NN(C=C1C=1C=C(C=C(C1)S(=O)(=O)C)NC(CC1=C(C=CC=C1)Cl)=O)C